C1(CC1)C=1SC(=CN1)C=1C=C(C=CC1)N(C(=O)[C@@H]1CC[C@H](CC1)NC(CNC(OC)=O)=O)C[C@@H]1CC[C@H](CC1)C1=CC(=C(C=C1)OC)C Methyl (2-((trans-4-((3-(2-cyclopropylthiazol-5-yl) phenyl)((trans-4-(4-methoxy-3-methylphenyl)cyclohexyl) methyl)carbamoyl) cyclohexyl)amino)-2-oxoethyl)carbamate